2,4-difluoro-N-(2-methoxy-5-(4-(4-(vinylsulfonyl)piperazin-1-yl)quinazolin-6-yl)pyridin-3-yl)benzenesulfonamide 2-(tetrahydrofuran-2-yl)-ethyl-propionate O1C(CCC1)CCOC(CC)=O.FC1=C(C=CC(=C1)F)S(=O)(=O)NC=1C(=NC=C(C1)C=1C=C2C(=NC=NC2=CC1)N1CCN(CC1)S(=O)(=O)C=C)OC